C(C)(C)(C)OC(N(S(=O)(=O)C1=CC=C(C)C=C1)CN1C=NC2=C1C=CC=C2)=O ((1H-benzimidazole-1-yl)methyl)(tosyl)carbamic acid tert-butyl ester